4-((2-(4-((3,5-difluoro-4-(trifluoromethoxy)benzyl)amino)butoxy)ethyl)amino)-1H-indazole-6-carbonitrile FC=1C=C(CNCCCCOCCNC2=C3C=NNC3=CC(=C2)C#N)C=C(C1OC(F)(F)F)F